tert-butyl N-[(5-bromo-2-fluoro-phenyl)methyl]carbamate BrC=1C=CC(=C(C1)CNC(OC(C)(C)C)=O)F